ClC1=C(C=C2C(=C(C(=NC2=N1)O)[N+](=O)[O-])O)F 7-chloro-6-fluoro-3-nitro-1,8-naphthyridine-2,4-diol